amino-3-aminomethyl-3,5,5-trimethylcyclohexane NC1CC(CC(C1)(C)C)(C)CN